(S)-N-(1-(4-(N-cyclopentylsulfamoyl)phenylamino)-1-oxo-3-phenylpropan-2-yl)nicotinamide C1(CCCC1)NS(=O)(=O)C1=CC=C(C=C1)NC([C@H](CC1=CC=CC=C1)NC(C1=CN=CC=C1)=O)=O